CN(CC(COCCCCCCCC\C=C/C\C=C/CCCCC)OC(CCC)O[C@@H]1CC2=CC[C@H]3[C@@H]4CC[C@H]([C@@H](CCCC(C)C)C)[C@]4(CC[C@@H]3[C@]2(CC1)C)C)C 3-dimethylamino-2-(cholest-5-en-3beta-oxybutan-4-yloxy)-1-(cis,cis-9,12-octadecadienoxy)propane